ClC1=C(C=CC=C1)C=1N(C(=C(N1)C1=CC=CC=C1)C1=CC=CC=C1)C(CCC)=O 2-(o-chlorophenyl)-4,5-diphenyl-imidazolyl-1-butanone